NCCCC[Si](OCC)(OCC)OCC (4-aminobutyl)triethoxysilane